((2,4-dimethoxybenzyl)amino)imidazo[1,5-a]quinoxaline-8-carboxylic acid methyl ester COC(=O)C1=CC=C2N=CC=3N(C2=C1)C(=NC3)NCC3=C(C=C(C=C3)OC)OC